COC(=O)[C@@H]1CC[C@H]2N1C([C@H](CCNC2)NC(=O)OC(C)(C)C)=O (5S,8S,10aR)-5-((tert-Butoxycarbonyl)amino)-6-oxo-decahydro-pyrrolo[1,2-a][1,4]diazocine-8-carboxylic acid methyl ester